BrC=1C=C2C(=C(C(NC2=CC1)=O)[N+](=O)[O-])N1CC(CCC1)CO 6-Bromo-4-[3-(hydroxymethyl)piperidin-1-yl]-3-nitro-1H-quinolin-2-one